C1CCC12OCC(C2)COC2=NN=C(S2)N 5-((5-oxaspiro(3.4)octan-7-yl)methoxy)-1,3,4-thiadiazol-2-amine